NCC=1C=C2C=C(N(C2=CC1)CCC(F)F)CN1C(N(C2=C1C=NC=C2)C)=O 3-((5-(aminomethyl)-1-(3,3-difluoropropyl)-1H-indol-2-yl)methyl)-1-methyl-1,3-dihydro-2H-imidazo[4,5-c]pyridin-2-one